((1,4,4-Trimethyltricyclo[6.3.1.02,5]dodecan-8-yl)oxy)pentan CC12C3CC(C3CCC(CCC1)(C2)OCCCCC)(C)C